[N+](=O)([O-])C1=CC2=C(OCCN2)C=C1 6-nitro-3,4-dihydro-2H-benzo[b][1,4]oxazine